(R)-N-(1-(3-amino-5-(trifluoromethyl)phenyl)ethyl)-2-(azetidin-1-yl)-6-(4-ethylpiperazin-1-yl)pyrido[3,4-d]pyrimidin-4-amine NC=1C=C(C=C(C1)C(F)(F)F)[C@@H](C)NC=1C2=C(N=C(N1)N1CCC1)C=NC(=C2)N2CCN(CC2)CC